2-(3-Benzylpyrrolidin-1-yl)ethane-1-ol hydrochloride Cl.C(C1=CC=CC=C1)C1CN(CC1)CCO